C(C)(C)(C)OC(NC=1C=NN(C1)C(C)C=1C=NC(=C(C1)OCC1=CC=C(C=C1)OC)Cl)=O (1-(1-(6-chloro-5-((4-methoxybenzyl)oxy)pyridin-3-yl)ethyl)-1H-pyrazol-4-yl)carbamic acid tert-butyl ester